CN1CC(C1)C(=O)N 1-methylazetidine-3-carboxamide